5-methyl-4-heptene CC(=CCCC)CC